4-iodo-5-benzyloxy-pyridin-2-ol IC1=CC(=NC=C1OCC1=CC=CC=C1)O